C(C1=CC=CC=C1)OC=1C=C2CCNC(C2=CC1OC)\C=C\C1=C(C=CC(=C1)C1=NC=CN=C1)C 6-(benzyloxy)-7-methoxy-1-{(E)-2-[2-methyl-5-(pyrazin-2-yl)phenyl]ethenyl}-1,2,3,4-tetrahydroisoquinoline